C(#N)[C@H](C[C@H]1C(NCC1)=O)NC(=O)C1N(CC2=CC=CC=C12)C(=O)C=1NC2=CC=CC(=C2C1)OC N-[(1S)-1-cyano-2-[(3S)-2-oxopyrrolidin-3-yl]ethyl]-2-(4-methoxy-1H-indole-2-carbonyl)isoindoline-1-carboxamide